5-(7-(8-ethylnaphthalen-1-yl)-2-((hexahydro-1H-pyrrolizin-7a-yl)methoxy)-5,6,7,8-tetrahydropyrido[3,4-d]pyrimidin-4-yl)-5,6,7,8-tetrahydro-4H-pyrazolo[1,5-a][1,4]diazepin-7-ol C(C)C=1C=CC=C2C=CC=C(C12)N1CC=2N=C(N=C(C2CC1)N1CC=2N(CC(C1)O)N=CC2)OCC21CCCN1CCC2